COC=1C=C2C(=C(C=NC2=CC1OC)S(=O)(=O)C1=CC=C(C=C1)OC)N1CCN(CCC1)C(=O)N(C)C 4-(6,7-dimethoxy-3-((4-methoxyphenyl)sulfonyl)quinolin-4-yl)-N,N-dimethyl-1,4-diazepane-1-carboxamide